(3R,4R)-1-(cyclopropylsulfonyl)-4-((7-(4-(2,2-difluoroethyl)-2-fluorophenyl)-5-fluoropyrrolo[2,1-f][1,2,4]triazin-2-yl)amino)piperidin-3-ol C1(CC1)S(=O)(=O)N1C[C@H]([C@@H](CC1)NC1=NN2C(C=N1)=C(C=C2C2=C(C=C(C=C2)CC(F)F)F)F)O